F[P-](F)(F)(F)(F)F.C[N+](=C(ON1N=NC2=C1N=CC=C2)N(C)C)C N,N,N',N'-tetramethyl-O-(7-azabenzotriazole-1-yl)uronium hexafluorophosphate